nonadecyl eicosanate C(CCCCCCCCCCCCCCCCCCC)(=O)OCCCCCCCCCCCCCCCCCCC